N-{6-[(2-amino-4-fluorophenyl)amino]-6-oxohexyl}-3-{4-[(4-methoxyphenyl)amino]phenyl}-1H-pyrazole-5-carboxamide NC1=C(C=CC(=C1)F)NC(CCCCCNC(=O)C1=CC(=NN1)C1=CC=C(C=C1)NC1=CC=C(C=C1)OC)=O